N[C@H]1CS(C2=C(N(C1=O)CC1=CC=C(C=C1)Cl)C=C(C(=C2)F)C=2OC(=NN2)C2CC1(CC(C1)(F)F)C2)(=O)=O (3R)-3-amino-5-[(4-chlorophenyl)methyl]-7-[5-(2,2-difluorospiro[3.3]heptan-6-yl)-1,3,4-oxadiazol-2-yl]-8-fluoro-1,1-dioxo-2,3-dihydro-1λ6,5-benzothiazepin-4-one